BrC=1C=C(C=C(C1)C(C)(C)C)Cl 3-bromo-5-tert-butylchlorobenzene